C1(CCCC1)CNC(CCCC)=O N-cyclopentylmethylpentanamide